ClC(N1CN(CN(C1)C1=C(C=CC=C1)Cl)C(Cl)(Cl)Cl)(Cl)Cl 1,3-Bis(trichloromethyl)-5-(2'-chlorophenyl)-s-triazine